Cl.N1CC(C1)C(=O)OCC ethyl azetidine-3-carboxylate hydrochloride